FC1=C(C=C(C(=C1)C)C1=NC=C(C=N1)F)NC(=O)N1C2CC(CC1(C2)C(C)(C)O)C cis-N-(2-fluoro-5-(5-fluoropyrimidin-2-yl)-4-methylphenyl)-1-(2-hydroxypropan-2-yl)-3-methyl-6-azabicyclo[3.1.1]heptane-6-carboxamide